BrC1=C(C(=NC=C1)C#N)OC1CCCC1 bromo-3-(cyclopentyloxy)pyridinecarbonitrile